C(C)(C)(C)OC(=O)N(C(OC(C)(C)C)=O)C1=NC(=CC=C1)CN(CC1=CC(=CC=C1)O[Si](C)(C)C(C)(C)C)C(=O)OC(C)(C)C tert-butyl (tert-butoxycarbonyl)(6-(((tert-butoxycarbonyl)(3-((tert-butyldimethylsilyl)oxy)benzyl)amino)methyl)pyridin-2-yl)carbamate